C1(CCCCC1)CN1C(C(=CC(=C1)C1=NC(=NC(=C1)C)S(=O)(=O)CCC(C1=CC=CC=C1)OCC1=C(C=C(C=C1)F)F)F)=O 1-(cyclohexylmethyl)-5-(2-(3-(2,4-difluorobenzyloxy)-3-phenylpropylsulfonyl)-6-methylpyrimidin-4-yl)-3-fluoropyridin-2(1H)-one